5-bromo-2-phenylbenzo[d]oxazole BrC=1C=CC2=C(N=C(O2)C2=CC=CC=C2)C1